CC1=CC(=NN1C1=CC(=CC=C1)C(F)(F)F)C(=O)O 5-methyl-1-(3-trifluoromethyl-phenyl)-1H-pyrazole-3-carboxylic acid